5-bromo-2-chloropyridin-3-amine BrC=1C=C(C(=NC1)Cl)N